N-((3-fluoropyridin-2-yl)methyl)-2-(2-((2-(1-(pyridin-2-ylmethyl)-1H-benzo[d]imidazol-2-yl)ethyl)amino)ethyl)oxazolo[4,5-c]pyridin-4-amine FC=1C(=NC=CC1)CNC1=NC=CC2=C1N=C(O2)CCNCCC2=NC1=C(N2CC2=NC=CC=C2)C=CC=C1